5-Amino-2-bromo-N-(2,4-dimethoxybenzyl)benzenesulfonamide tert-butyl-3-{[2-(4-cyclopropylphenyl)imidazo[1,2-a]pyrimidin-3-yl]methyl}-3,8-diazabicyclo[3.2.1]octane-8-carboxylate C(C)(C)(C)OC(=O)N1C2CN(CC1CC2)CC2=C(N=C1N2C=CC=N1)C1=CC=C(C=C1)C1CC1.NC=1C=CC(=C(C1)S(=O)(=O)NCC1=C(C=C(C=C1)OC)OC)Br